(S)-tert-butyl (1-diazo-2-oxohex-5-en-3-yl)carbamate [N+](=[N-])=CC([C@H](CC=C)NC(OC(C)(C)C)=O)=O